BrC1=CC(=C(C=C1)C1=CC=C(C=C1)OC1C(CCC1)O)F 2-[(4'-bromo-2'-fluoro-[1,1'-biphenyl]-4-yl)oxy]cyclopentanol